C(C)(C)(C)[C@H]1N2C(C=3N(C1)N=C(C3Cl)OCCCOC)=CC(C(=C2)C(=O)O)=O (R)-6-(tert-butyl)-1-chloro-2-(3-methoxypropoxy)-10-oxo-6,10-dihydro-5H-pyrazolo[1,5-a]pyrido[2,1-c]pyrazine-9-carboxylic Acid